NC1=C2N=CN(C2=NC(=N1)Cl)[C@H]1[C@H]([C@@H]([C@H](O1)COC(C(=O)O)(C(=O)O)CC=1C2=C(SC1)C=CC(=C2)Cl)O)F 2-(((2R,3R,4S,5R)-5-(6-amino-2-chloro-9H-purin-9-yl)-4-fluoro-3-hydroxytetrahydrofuran-2-yl)methoxy)-2-((5-chlorobenzo[b]thiophen-3-yl)methyl)-malonic acid